2-(4-chlorobenzyl)-4-(piperidin-4-yloxy)pyrimidine ClC1=CC=C(CC2=NC=CC(=N2)OC2CCNCC2)C=C1